P(OCCCCCCCCCCCCCCCC)(OCCCCCCCCCCCCCCCC)(OCCCCCCCCCCCCCCCC)=S tri(hexadecyl) phosphorothioate